CN1N=C(C=C1)C 1,3-dimethyl-1H-pyrazol